1,2-bis(4-formylphenoxy)ethane C(=O)C1=CC=C(OCCOC2=CC=C(C=C2)C=O)C=C1